5-cyano-2,3-difluorobenzoic acid C(#N)C=1C=C(C(=C(C(=O)O)C1)F)F